propyl formate (propyl format) C(CC)C(=O)O.C(=O)OCCC